N-(4-((2-methylpyridin-4-yl)oxy)pyridin-2-yl)-3-(pyridin-4-ylamino)benzamide 4-[N,N-di(2-hydroxyethyl)-N-octadecylammonio]-butane-1-carboxylate OCC[N+](CCCCCCCCCCCCCCCCCC)(CCO)CCCCC(=O)[O-].CC1=NC=CC(=C1)OC1=CC(=NC=C1)NC(C1=CC(=CC=C1)NC1=CC=NC=C1)=O